triazine triphosphate OP(O)(=O)OP(=O)(O)OP(=O)(O)O.N1=NN=CC=C1